N-(4-fluorophenyl)-5-(2-((3-hydroxyazetidin-1-yl)methyl)imidazo[1,2-a]pyridin-8-yl)-2-(trifluoromethyl)benzamide FC1=CC=C(C=C1)NC(C1=C(C=CC(=C1)C=1C=2N(C=CC1)C=C(N2)CN2CC(C2)O)C(F)(F)F)=O